5-((R)-2-(2-(((S)-4-Aminobutan-2-yl)oxy)-5-fluoropyridin-3-yl)pyrrolidin-1-yl)-6,7-dihydropyrazolo[1,5-a]pyrimidin-3-amine trifluoroacetate FC(C(=O)O)(F)F.NCC[C@H](C)OC1=NC=C(C=C1[C@@H]1N(CCC1)C1=NC=2N(CC1)N=CC2N)F